C(C)(C)(C)N(C(O)=O)C1CCN(CC1)C(=O)C=1C(=NN(C1)C1=CC=C(C=C1)OC)C1=CC=C(C=C1)C#N.S1C(=CC=C1)C1=C(OCC2OC2)C=CC=C1 2-((2-(thiophen-2-yl)phenoxy)methyl)oxirane tertbutyl-(1-(3-(4-cyanophenyl)-1-(4-methoxyphenyl)-1H-pyrazole-4-carbonyl)piperidin-4-yl)carbamate